3-(Hydroxymethyl)cyclobutyl(8-amino-7-fluoro-6-(8-methyl-2,3-dihydro-1H-pyrido[2,3-b][1,4]oxazin-7-yl)isoquinolin-3-yl)carbamate OCC1CC(C1)N(C([O-])=O)C=1N=CC2=C(C(=C(C=C2C1)C1=C(C2=C(OCCN2)N=C1)C)F)N